C(=CCC)(O)O butendiol